COC=1C=C2CCN3[C@@H](C2=CC1OC)CCCC3 (R)-9,10-dimethoxy-2,3,4,6,7,11b-hexahydro-1H-pyrido[2,1-a]isoquinoline